C(CCC)C(C(=O)O)(CCCCCCC)CCCC 2,2-dibutylnonanoic acid